NC1=NC=2C=NC(=CC2C2=C1COC2)N2C(CCCC2)C=2C=C1C3(C(NC1=C(C2)F)=O)CC3 5'-(1-(4-amino-1,3-dihydrofurano[3,4-c][1,7]naphthyridine-8-yl)piperidin-2-yl)-7'-fluorospiro[cyclopropane-1,3'-indol]-2'-one